Cl.CN1N=CC(=C1)C1=CC=CC(=N1)C(=O)N 6-(1-methyl-1H-pyrazol-4-yl)picolinamide hydrochloride